CC1=C(C=CC(=C1)C)C1=NC=NC(=N1)C1=C(C=C(C=C1)C)C 4,6-bis(2,4-di-methyl-phenyl)-1,3,5-triazine